COC([C@H](C)NS(=O)(=O)C1(CC=CC=C1)[N+](=O)[O-])=O.OC1=CC=C(C=C1)CCC1=CC=C(C=C1)O 1,2-Bis(4-hydroxyphenyl)ethane (S)-Methyl-2-(1-nitrophenylsulfonamido)propanoate